ClC=1C(=CC=2C(=NN(N2)C)C1)CN1OCC(C1=O)(C)C 2-[(6-chloro-2-methyl-benzotriazol-5-yl)methyl]-4,4-dimethyl-isoxazolidin-3-one